3-((4-(5-((((R)-1-(2-chlorophenyl)ethoxy)carbonyl)amino)-1-methyl-1H-1,2,3-triazol-4-yl)phenyl)carbamoyl)-2,2-difluorocyclopropane-1-carboxylic acid ClC1=C(C=CC=C1)[C@@H](C)OC(=O)NC1=C(N=NN1C)C1=CC=C(C=C1)NC(=O)C1C(C1C(=O)O)(F)F